S-(((R)-2-Amino-3-(4-methylpiperazin-1-yl)-3-oxopropyl)thio)-Z-cysteine trihydrochloride Cl.Cl.Cl.N[C@@H](CSSC[C@H](N)C(=O)O)C(=O)N1CCN(CC1)C